Acetylmercaptoacetonitrile C(C)(=O)SCC#N